C[C@](C=C=C)(CCC=C(C)C)O |r| (rac)-4,8-dimethyl-1,2,7-nonatrien-4-ol